C(C)(C)(C)OC(=O)N1[C@H](CN(C[C@H]1C)C1=NC=C(C=2C1=NC=CN2)C(=O)OC)C methyl 5-[(3S,5R)-4-tert-butoxycarbonyl-3,5-dimethyl-piperazin-1-yl]pyrido[3,4-b]pyrazine-8-carboxylate